tert-Butyl (2-bromo-4-nitrophenyl)(4-(trifluoromethyl)benzyl)carbamate BrC1=C(C=CC(=C1)[N+](=O)[O-])N(C(OC(C)(C)C)=O)CC1=CC=C(C=C1)C(F)(F)F